C1NCCC12CCN(CC2)C2=CC=C(C=C2)C2=N[C@H](C=1N(C3=C2C(=C(S3)C)C)C(=NN1)C)C (S)-4-(4-(2,8-diazaspiro[4.5]decan-8-yl)phenyl)-2,3,6,9-tetramethyl-6H-thieno[3,2-f][1,2,4]triazolo[4,3-a][1,4]diazepine